The molecule is a maleate salt that is the dimaleate salt of 4-(4-methylpiperazin-1-yl)-7-(trifluoromethyl)pyrrolo[1,2-a]quinoxaline. A 5-hydroxytryptamine receptor 1B (5-HT1B) full agonist, 10-fold selective over 5-HT1A and 1000-fold selective over 5-HT2C receptors. Centrally active following systemic administration. It has a role as a serotonergic agonist and a prodrug. It contains a 4-(4-methylpiperazin-1-yl)-7-(trifluoromethyl)pyrrolo[1,2-a]quinoxaline. [H+].[H+].[H+].[H+].CN1CCN(CC1)C2=NC3=C(N4C2=CC=C4)C=CC(=C3)C(F)(F)F.C(=C\\C(=O)[O-])\\C(=O)[O-].C(=C\\C(=O)[O-])\\C(=O)[O-]